(N-(2,3-dihydro-3,3-dimethyl-1H-indol-6-yl)-2-[(4-pyridylmethyl)amino]-3-pyridylmethyl)-picolinamide CC1(CNC2=CC(=CC=C12)N1C(C(=CC=C1)CC=1C(=NC=CC1)C(=O)N)NCC1=CC=NC=C1)C